OC1=C(C=C(C=C1)C=CC(CC(C=CC1=CC=C(C=C1)[O-])=O)=O)OC 4-[7-(4-hydroxy-3-methoxyphenyl)-3,5-dioxohepta-1,6-dieneyl]phenolate